CC(C(=O)OCC)(C)C1=NC=C(C=N1)C=C ethyl 2-methyl-2-(5-vinylpyrimidin-2-yl)propanoate